N-{[2-(cyclopropylmethoxy)-3-fluorophenyl]methyl}-5-{2-acetamidoimidazo[1,2-b]pyridazin-6-yl}-2-methoxy-6-methylpyridine-3-carboxamide C1(CC1)COC1=C(C=CC=C1F)CNC(=O)C=1C(=NC(=C(C1)C=1C=CC=2N(N1)C=C(N2)NC(C)=O)C)OC